OCC1N(CCC1)CCCC(=O)O.[Cr+2] chromium (ii) 4-(2-(hydroxymethyl)pyrrolidin-1-yl)butanoic acid